O[C@H]1C[C@@H]2CC(CN2C1)=C (2S,7aS)-2-hydroxy-6-methylenetetrahydro-1H-pyrrolizine